methyl 1,4-dihydroxy-3-trifluoromethyl-1,2,3,4-tetrahydro-2-pyrazinoate ON1C(C(N(C=C1)O)C(F)(F)F)C(=O)OC